(S)-(5-(3-methylpyrrolidin-1-yl)-1,3,4-thiadiazol-2-yl)(8-oxa-2-azaspiro[4.5]decan-2-yl)methanone C[C@@H]1CN(CC1)C1=NN=C(S1)C(=O)N1CC2(CC1)CCOCC2